COC(=O)[C@@H]1CC=C[C@H](C1)NC(=O)OC(C)(C)C (1R,5S)-5-(tert-Butoxycarbonylamino)cyclohex-3-ene-1-carboxylic acid methyl ester